5-chloro-6-(5,7-difluoro-4-oxo-1,4-dihydroquinolin-2-yl)picolinonitrile ClC=1C=CC(=NC1C=1NC2=CC(=CC(=C2C(C1)=O)F)F)C#N